1-[2-(1-benzylpiperidin-4-yl)ethyl]-3-{1-[3-chloro-5-(trifluoromethyl)pyridin-2-yl]pyrrolidin-3-yl}-3-methylurea C(C1=CC=CC=C1)N1CCC(CC1)CCNC(=O)N(C)C1CN(CC1)C1=NC=C(C=C1Cl)C(F)(F)F